tert-butyl 2-((5-(indolin-4-yl)pyrazin-2-yl)methyl)-7-azaspiro[3.5]nonane-7-carboxylate N1CCC2=C(C=CC=C12)C=1N=CC(=NC1)CC1CC2(C1)CCN(CC2)C(=O)OC(C)(C)C